FC=1C(=CC(=C(C1)N1C(C=CC2=CC(=CC=C12)S(=O)(=O)N(CC1=CC=C(C=C1)OC)C1=NOC=C1)=O)OC)C12CC(C1)(C2)C(F)(F)F (P)-1-(5-fluoro-2-methoxy-4-(3-(trifluoromethyl)bicyclo[1.1.1]Pentane-1-yl)phenyl)-N-(isoxazol-3-yl)-N-(4-methoxybenzyl)-2-oxo-1,2-dihydroquinoline-6-sulphonamide